BrC=1C=C(C(=CC1)NC(C)C)N 4-bromo-1-N-(propan-2-yl)benzene-1,2-diamine